(6-(4-((4-(1H-pyrazol-4-yl)phenyl)amino)-5-methylpyrimidin-2-yl)-1-methyl-1H-indol-2-yl)(3,3-difluoroazetidin-1-yl)methanone N1N=CC(=C1)C1=CC=C(C=C1)NC1=NC(=NC=C1C)C1=CC=C2C=C(N(C2=C1)C)C(=O)N1CC(C1)(F)F